2-(1H-imidazol-1-yl)-6-methyl-N-((1r,4r)-4-(methyl(2,2,2-trifluoroethyl)amino)cyclohexyl)pyrimidine-4-carboxamide N1(C=NC=C1)C1=NC(=CC(=N1)C(=O)NC1CCC(CC1)N(CC(F)(F)F)C)C